S-adenosyl-l-cysteine C1=NC(=C2C(=N1)N(C=N2)[C@H]3[C@@H]([C@@H]([C@H](O3)CSC[C@@H](C(=O)O)N)O)O)N